C(#N)C1OC2=CC=CC(=C2CC1)F cyano-5-fluorochroman